FC1(CCC(CC1)C(=O)N1C[C@H]([C@H](C1)F)NC(C1=C(C=CC=C1F)F)=O)F N-[(3R,4S)-1-(4,4-difluorocyclohexanecarbonyl)-4-fluoropyrrolidin-3-yl]-2,6-difluorobenzamide